N1=C(C=CC=C1)C[C@@H](N)C(=O)O 3-(2-Pyridyl)-D-alanine